Ethyl 2-(6-bromo-7-methyl-4-(trifluoromethyl)-2H-indazol-2-yl)acetate BrC=1C=C(C2=CN(N=C2C1C)CC(=O)OCC)C(F)(F)F